bis-(1,2,3,4-tetramethylcyclopentadienyl)zirconium dichloride [Cl-].[Cl-].CC1(C(=C(C(=C1)C)C)C)[Zr+2]C1(C(=C(C(=C1)C)C)C)C